C1(CCC1)CC(C(=O)O)C 3-cyclobutyl-2-methylpropionic acid